C1(CCCCC1)/C=C/C=1C=C(C=CC1)[C@@H](C)NC1=NC(=NC2=CC(=C(C=C12)OC)OC)C N-[(1R)-1-{3-[(E)-2-cyclohexylethenyl]-phenyl}ethyl]-6,7-dimethoxy-2-methylquinazolin-4-amine